CN1CCC(CC1)C(=O)OCCOCCOCCOCCOCCN(CCCCCCCC)C(C(COCCCCCC(OC(CCCCCCCC)CCCCCC)=O)OCCCCCC(=O)OC(CCCCCCCC)CCCCCC)=O 2-[2-[2-[2-[2-[2,3-bis[6-(1-hexylnonoxy)-6-oxo-hexoxy]propanoyl-octyl-amino]ethoxy]ethoxy]ethoxy]ethoxy]ethyl 1-methylpiperidine-4-carboxylate